C1(CCCC1)NC1=NC(=NC=C1C(=O)N)NC 4-(cyclopentylamino)-2-(methylamino)pyrimidine-5-carboxamide